N-((3R,5S)-5-methyl-1-(2,2,2-trifluoroethyl)piperidin-3-yl)-5-(thiazol-2-yl)-1H-pyrrolo[2,3-b]pyridin-4-amine C[C@H]1C[C@H](CN(C1)CC(F)(F)F)NC=1C2=C(N=CC1C=1SC=CN1)NC=C2